FC1=C(C=CC=C1)C1=NCC2=C(C3=C1C=CC=C3)N=C(N=C2)N 7-(2-fluorophenyl)5H-pyrimido[5,4-d][2]benzazepin-2-amine